ClC=1C=CC(=C(NC=2C3=C(N=CN2)C=CC(=N3)N3CC(C3)NC(C=C)=O)C1)F N-[1-[4-(5-chloro-2-fluoro-anilino)pyrido[3,2-d]pyrimidin-6-yl]azetidin-3-yl]prop-2-enamide